Ethyl 3-formyl-1-(4-methylbenzyl)-1H-indole-2-carboxylate C(=O)C1=C(N(C2=CC=CC=C12)CC1=CC=C(C=C1)C)C(=O)OCC